COC(=O)[C@H]1OC2(O[C@@H]1C1=C(C=CC=C1)Cl)CCCCC2 (2S,3R)-methyl-3-(2-chlorophenyl)-1,4-dioxaspiro[4.5]decane-2-carboxylate